1-(4-acryloyl-1-piperazinyl)-4-benzyl-6-chloro-7-(5-methyl-1H-indazol-4-yl)phthalazine C(C=C)(=O)N1CCN(CC1)C1=NN=C(C2=CC(=C(C=C12)C1=C2C=NNC2=CC=C1C)Cl)CC1=CC=CC=C1